BrC1=CC=2N=C3N(CCN(C3)C)C2C=N1 3-bromo-7-methyl-6,7,8,9-tetrahydropyrido[4',3':4,5]imidazo[1,2-a]pyrazine